FC1(CCC(CC1)OC=1C=CC(=C(C1)NC(=O)C1N(C(CC1)=O)C)OC)F N-(5-((4,4-Difluorocyclohexyl)oxy)-2-methoxyphenyl)-1-methyl-5-oxopyrrolidine-2-carboxamide